n-methyl-3-((8-oxo-3-(5-(trifluoromethyl)-1H-pyrazol-4-yl)-1,7-naphthyridin-7(8H)-yl)methyl)benzamide CNC(C1=CC(=CC=C1)CN1C=CC=2C=C(C=NC2C1=O)C=1C=NNC1C(F)(F)F)=O